(S)-3-(benzyl-((R)-1-phenylethyl)amino)-3-(6-methoxy-2',6'-dimethylbiphenyl-3-yl)propanoic acid ethyl ester C(C)OC(C[C@@H](C=1C=C(C(=CC1)OC)C1=C(C=CC=C1C)C)N([C@H](C)C1=CC=CC=C1)CC1=CC=CC=C1)=O